3,5-Dimethylhexanal CC(CC=O)CC(C)C